FC=1C(=C2C(=NC1NC1=NC(=CC(=C1)NC)C)CCO2)C=2CC[C@H](NCC2)C |r| N2-[6-fluoro-7-[rac-(2R)-2-methyl-2,3,4,7-tetrahydro-1H-azepin-5-yl]-2,3-dihydrofuro[3,2-b]pyridin-5-yl]-N4,6-dimethyl-pyridine-2,4-diamine